CC1CCC=2C=C3CCC(C3=C(C12)[N+](=O)[O-])O 7-methyl-8-nitro-1,2,3,5,6,7-hexahydro-s-indacen-1-ol